tert-butyl 9-(7-bromo-6-chloro-2,8-difluoroquinazolin-4-yl)-3-oxa-7,9-diazabicyclo[3.3.1]nonane-7-carboxylate BrC1=C(C=C2C(=NC(=NC2=C1F)F)N1C2COCC1CN(C2)C(=O)OC(C)(C)C)Cl